N[C@@H](CC(=O)O)C1=CC(=CC=C1)Br (S)-3-amino-3-(3-bromophenyl)propanoic acid